N-Furfuryl-1,2-ethan-diamin C(C1=CC=CO1)NCCN